C12CC(CC(CC1)N2)OC=2C=C1C(=NC=NC1=C1C2OCC1)NC1=CC(=C(C=C1)OC1=CC=2N(C=C1)N=CN2)C 6-((8-Azabicyclo[3.2.1]octan-3-yl)oxy)-N-(4-([1,2,4]triazolo[1,5-a]pyridin-7-yloxy)-3-meth-ylphenyl)-8,9-dihydrofuro[2,3-h]quinazolin-4-amine